2-hydroxy-2-methyl-1-(4-prop-2-enoylphenyl)propan-1-one OC(C(=O)C1=CC=C(C=C1)C(C=C)=O)(C)C